3-(1-[6-chloro-4-cyano-2-(morpholin-4-yl)quinolin-8-yl]ethylamino)pyridine-4-carboxylic acid ClC=1C=C2C(=CC(=NC2=C(C1)C(C)NC=1C=NC=CC1C(=O)O)N1CCOCC1)C#N